6-(2-(5-cyclopropyl-3-(2-(trifluoromethyl)phenyl)isoxazol-4-yl)-7-azaspiro[3.5]non-1-en-7-yl)-4-methoxy-N-(methylsulfonyl)quinoline-2-carboxamide C1(CC1)C1=C(C(=NO1)C1=C(C=CC=C1)C(F)(F)F)C1=CC2(C1)CCN(CC2)C=2C=C1C(=CC(=NC1=CC2)C(=O)NS(=O)(=O)C)OC